2-Amino-4-(3-bromophenyl)-6-(piperidin-1-yl)pyridine-3,5-dinitrile NC1=NC(=C(C(=C1C#N)C1=CC(=CC=C1)Br)C#N)N1CCCCC1